CC(C)[C@@H]1COC(=N1)C2=CC=CC=C2P(C3=CC=CC=C3)C4=CC=CC=C4 (R)-(+)-2-[2-(diphenylphosphino)phenyl]-4-isopropyl-2-oxazoline